C(C)(C)N1N=CC=C1C1=CC=C(C=C1)NC(=O)C=1C(NC=CC1NC1=C(C2=C(OCCN2)N=C1)C)=O N-(4-(1-isopropyl-1H-pyrazol-5-yl)phenyl)-4-((8-methyl-2,3-dihydro-1H-pyrido[2,3-b][1,4]oxazin-7-yl)amino)-2-oxo-1,2-dihydropyridine-3-carboxamide